1,4-bis(β-hydroxyethoxy)benzene OCCOC1=CC=C(C=C1)OCCO